CC1(OC=2C=C(C=CC2C=2C1=NC(=NC2)NC=2C=NC=C(C2)CN2CCN(CC2)CC)N2N=NC=C2C)C N-[5,5-dimethyl-8-(5-methyl-1H-1,2,3-triazol-1-yl)-5H-chromeno[3,4-d]pyrimidin-3-yl]-5-[(4-ethylpiperazin-1-yl)methyl]pyridin-3-amine